1-((4-(tert-butoxy)-6-fluoro-1-((2-(trimethylsilyl)ethoxy)methyl)-1H-benzo[d]imidazol-2-yl)methyl)-3-nitropyridin-2(1H)-one C(C)(C)(C)OC1=CC(=CC=2N(C(=NC21)CN2C(C(=CC=C2)[N+](=O)[O-])=O)COCC[Si](C)(C)C)F